C(C)(=O)NCCNC[C@H](C)NC(C1=C(C=C(C=C1)NC=1C=2N(C=CN1)C(=CN2)C2=C(C(=C(C=C2)OCC#C)F)F)CC)=O N-[(1S)-2-(2-acetamidoethyl-amino)-1-methyl-ethyl]-4-[[3-(2,3-difluoro-4-prop-2-ynoxy-phenyl)imidazo[1,2-a]pyrazin-8-yl]amino]-2-ethyl-benzamide